2-[[4-[4-methyl-1-piperazinyl]-6-[4-[methanesulfonamido]-1-piperidinyl]-2-pyrimidinyl]amino]-4-methyl-5-thiazolecarboxylic acid ethyl ester C(C)OC(=O)C1=C(N=C(S1)NC1=NC(=CC(=N1)N1CCN(CC1)C)N1CCC(CC1)NS(=O)(=O)C)C